N-(6-((1H-pyrazol-1-yl)methyl)-5-fluoro-4-methoxybenzo[d]isoxazol-3-yl)-7-methoxy-4,4-dimethylchroman-8-sulfonamide N1(N=CC=C1)CC1=CC2=C(C(=NO2)NS(=O)(=O)C=2C(=CC=C3C(CCOC23)(C)C)OC)C(=C1F)OC